5-chloro-N2-(1,3-dimethyl-1H-pyrazol-4-yl)-N'-methyl-7H-pyrrolo[2,3-d]pyrimidine-2,4-diamine ClC1=CNC=2N=C(N=C(C21)NC)NC=2C(=NN(C2)C)C